NC1=CC=NC=2C(NCCC12)=O 4-Amino-6,7-dihydro-1,7-naphthyridin-8(5H)-one